BrC1=NC(=CC=C1N1CN(C2=CC(=C(C=C2C1=O)F)C(F)(F)F)C1=C(COCCNC(OC(C)(C)C)=O)C=C(C=C1)F)OC tert-butyl (2-((2-(3-(2-bromo-6-methoxypyridin-3-yl)-6-fluoro-4-oxo-7-(trifluoromethyl)-3,4-dihydroquinazolin-1(2H)-yl)-5-fluorobenzyl) oxy) ethyl)-carbamate